CC=1C=CC2=C(N(C(C=3N2C=CN3)=O)C3=C(C=CC=C3)C)N1 7-Methyl-5-(o-tolyl)imidazo[1,2-a]pyrido[2,3-e]pyrazin-4(5H)-one